(3R,4R)-4-(tert-butoxycarbonylamino)tetrahydrofuran-3-carboxylic acid C(C)(C)(C)OC(=O)N[C@@H]1[C@H](COC1)C(=O)O